FC(C=1N=C(OC1C(=O)N1[C@@H](C2=C(CC1)NC=N2)C=2OC1=C(N2)C=C(C=C1)F)C(CO)(C)C)F (S)-(4-(difluoromethyl)-2-(1-hydroxy-2-methylpropan-2-yl)oxazol-5-yl)(4-(5-fluorobenzo[d]oxazol-2-yl)-6,7-dihydro-1H-imidazo[4,5-c]pyridin-5(4H)-yl)methanone